FCCCN1C[C@H](CC1)CC=1SC(=CN1)C(=O)OC Methyl (R)-2-((1-(3-fluoropropyl)pyrrolidin-3-yl)methyl)thiazole-5-carboxylate